(1r,4S)-4-(8-(2,6-difluorophenylamino)-2-((3S,4S)-3-fluorotetrahydro-2H-pyran-4-ylamino)-9H-purin-9-yl)cyclohexanecarboxamide FC1=C(C(=CC=C1)F)NC=1N(C2=NC(=NC=C2N1)N[C@@H]1[C@@H](COCC1)F)C1CCC(CC1)C(=O)N